p-tolyl (5-methyl-6-(2-methylpyrimidin-5-yl)-2-(tetrahydro-2H-pyran-4-yl)pyridin-3-yl)carbamate CC=1C=C(C(=NC1C=1C=NC(=NC1)C)C1CCOCC1)NC(OC1=CC=C(C=C1)C)=O